1,3-dimethylol-4,5-dihydroxyimidazolidin C(O)N1CN(C(C1O)O)CO